O=C1N(C(C=C1)=O)CCCCCC(=O)NCC(=O)N1[C@@H](CCC1)C(=O)N[C@@H](CO)C(=O)N[C@@H](C)C(=O)N[C@@H](CC(C)C)C(=O)O (6-(2,5-dioxo-2,5-dihydro-1H-pyrrol-1-yl)hexanoyl)glycyl-L-prolyl-L-seryl-L-alanyl-L-leucine